OC1=C(C=CC=C1)C1=CC(=CN=N1)N1CCC(CC1)(C(=O)N(C1CCNCC1)C)OC1=NN(C=C1)C 1-(6-(2-hydroxyphenyl)pyridazin-4-yl)-N-methyl-4-((1-methyl-1H-pyrazol-3-yl)oxy)-N-(piperidin-4-yl)piperidine-4-carboxamide